OCCCCCCCCCCC=1C(C(=C(C(C1C)=O)OC)OC)=O 2-(10-Hydroxydecyl)-5,6-dimethoxy-3-methyl-1,4-benzoquinone